ClC1=CC=C(C=C1)C1(CC(C1)C1=NOC(=N1)CN1C=NC2=C(C1=O)C(=CN=C2)C)O 3-((3-((1s,3s)-3-(4-chlorophenyl)-3-hydroxycyclobutyl)-1,2,4-oxadiazol-5-yl)methyl)-5-methylpyrido[3,4-d]pyrimidin-4(3H)-one